CC1=NC(=CC(=C1)OCCC1=CC=C(C=C1)[C@@H](C)[C@]1(C(N(C(C1)=O)C(C1=CC=CC=C1)(C1=CC=CC=C1)C1=CC=CC=C1)=O)C)C (3S)-3-[(1R)-1-[4-[2-[(2,6-dimethyl-4-pyridinyl)oxy]ethyl]phenyl]ethyl]-3-methyl-1-trityl-pyrrolidine-2,5-dione